ClC1=C(C(=CC=C1)Cl)C#CC=1C=C2CCC(C2=CC1)N1CCC(=CC1)C(=O)OC methyl 1-(5-((2,6-dichlorophenyl) ethynyl)-2,3-dihydro-1H-inden-1-yl)-1,2,3,6-tetrahydropyridine-4-carboxylate